N-((2S,3S)-2-((2,2'-difluorobiphenyl-3-yl)methyl)-1-(2-hydroxy-2-methylpropanoyl)pyrrolidin-3-yl)methanesulfonamide FC1=C(C=CC=C1C[C@@H]1N(CC[C@@H]1NS(=O)(=O)C)C(C(C)(C)O)=O)C1=C(C=CC=C1)F